C(CC)SC1(CS1)C1SCC(SC1)C1(CS1)SCCC 2,5-bis(β-epithiopropylthioethyl)-1,4-dithiane